3-fluoro-4-hydroxy-2,6-dimethylbenzaldehyde FC=1C(=C(C=O)C(=CC1O)C)C